BrC1=CC(=C(C(=C1)F)C=1N=C2N(C=CC(=C2)Cl)C1C[C@H]1CN(CCO1)C(=O)OC(C)(C)C)Cl tert-butyl (S)-2-((2-(4-bromo-2-chloro-6-fluorophenyl)-7-chloroimidazo[1,2-a]pyridin-3-yl)methyl)morpholine-4-carboxylate